N-(cyanomethyl)-N-cyclopropyl-4-(5-(3,5-dichlorophenyl)-5-(trifluoromethyl)-4,5-dihydroisoxazol-3-yl)-2-methylbenzamide C(#N)CN(C(C1=C(C=C(C=C1)C1=NOC(C1)(C(F)(F)F)C1=CC(=CC(=C1)Cl)Cl)C)=O)C1CC1